rac-(1r,2r,3s,4r,5s)-5-hydroxy-3-(1-isopropyl-3-(trifluoromethyl)-1H-pyrazol-4-yl)-N-(3-methyl-5-(trifluoromethyl)phenyl)-7-oxabicyclo[2.2.1]heptane-2-carboxamide O[C@@H]1[C@H]2[C@@H]([C@H]([C@@H](C1)O2)C(=O)NC2=CC(=CC(=C2)C(F)(F)F)C)C=2C(=NN(C2)C(C)C)C(F)(F)F |r|